(1R,3aR,7aR)-7a-methyl-1-((R)-6-methyl-6-((triethylsilyl)oxy)hept-2-yl)octahydro-4H-inden-4-one C[C@@]12CCCC([C@@H]2CC[C@@H]1[C@H](C)CCCC(C)(O[Si](CC)(CC)CC)C)=O